6-N-[(1-aminocyclopentyl)methyl]-4-N-[4-(difluoromethoxy)phenyl]-1-methylpyrazolo[3,4-d]pyrimidine-4,6-diamine NC1(CCCC1)CNC1=NC(=C2C(=N1)N(N=C2)C)NC2=CC=C(C=C2)OC(F)F